1-(2-hydroxy-3-triethoxysilylpropoxypropyl)-2-methylimidazole OC(COCCCN1C(=NC=C1)C)C[Si](OCC)(OCC)OCC